3,3'-((3-(allyloxy)phenyl)azanediyl)dipropionic acid C(C=C)OC=1C=C(C=CC1)N(CCC(=O)O)CCC(=O)O